1-(2-ethyl-6-methylphenyl)-4-(4-isobutylphenyl)-2,2,4-trimethyl-3,4-dihydro-2H-pyrrol-1-ium tetrafluoroborate F[B-](F)(F)F.C(C)C1=C(C(=CC=C1)C)[N+]=1C(CC(C1)(C)C1=CC=C(C=C1)CC(C)C)(C)C